tert-butyl 4-([[(S)-2-methylpropane-2-sulfinyl]imino]methyl)piperidine-1-carboxylate CC(C)(C)[S@](=O)N=CC1CCN(CC1)C(=O)OC(C)(C)C